N-[5-[2-(2-hydroxy-4-pyridyl)ethynyl]-8-(methylamino)-2,7-naphthyridin-3-yl]cyclopropanecarboxamide OC1=NC=CC(=C1)C#CC1=C2C=C(N=CC2=C(N=C1)NC)NC(=O)C1CC1